diethyl ((3-bromo-7-((1-((tert-butyldimethylsilyl)oxy)pentan-2-yl)oxy)-5-carbamoylbenzo[b]thiophen-2-yl)difluoromethyl)phosphonate BrC=1C2=C(SC1C(F)(F)P(OCC)(OCC)=O)C(=CC(=C2)C(N)=O)OC(CO[Si](C)(C)C(C)(C)C)CCC